C(C)(=O)OC1COC(C(C1OC(C)=O)OC(C)=O)SC 6-(methylthio)tetrahydro-2H-pyran-3,4,5-triyl Triacetate